C(CCC)=C(C)C=1C=C(OC1C(=O)[O-])C(=O)[O-] 4-butylidenethylfuran-2,5-dicarboxylate